7-bromo-3-ethyl-2-methoxyquinoline BrC1=CC=C2C=C(C(=NC2=C1)OC)CC